N-methyl-N-n-octyl-fumaric acid amide CN(C(\C=C\C(=O)O)=O)CCCCCCCC